BrC=1C2=C(C(=NC1)/N=C/NO)C(N(C2C2=C(C=CC(=C2)F)Cl)CC2=CC=C(C=C2)OC)=O 7-bromo-1-(2-chloro-5-fluorophenyl)-4-{[(E)-(hydroxyamino)methylidene]amino}-2-[(4-methoxyphenyl)methyl]-2,3-dihydro-1H-pyrrolo[4,3-c]pyridin-3-one